ClC=1C(=CC(=NC1)N1CCOCC1)CNC1=NN2C(NC(=CC2=O)CCC)=N1 2-[(5-chloro-2-morpholino-4-pyridyl)methylamino]-5-propyl-4H-[1,2,4]triazolo[1,5-a]pyrimidin-7-one